CN1N=CC(=C1)OC[C@@H]1N(CCC1)C(=O)OC(C)(C)C (R)-tert-butyl 2-(((1-methyl-1H-pyrazol-4-yl)oxy)methyl)pyrrolidine-1-carboxylate